FC1=C(OCCCCCCN(C)C[C@H]2N(CCOC2)C(=O)OC(C)(C)C)C=C(C=C1F)N1C(C2=C(N=C(N=C2)C2=NC=CC=N2)CC1)C tert-butyl (3R)-3-[[6-[2,3-difluoro-5-(5-methyl-2-pyrimidin-2-yl-7,8-dihydro-5H-pyrido[4,3-d]pyrimidin-6-yl)phenoxy]hexyl-methyl-amino]methyl]morpholine-4-carboxylate